2-(2,3,7,8-tetrakis(4-bromophenyl)-5-fluorobenzo[de]chromen-9-yl)-1,4,5,6-tetrahydropyrimidine BrC1=CC=C(C=C1)C=1OC2=C(C(=C(C=3C2=C(C1C1=CC=C(C=C1)Br)C=C(C3)F)C3=CC=C(C=C3)Br)C3=CC=C(C=C3)Br)C=3NCCCN3